(R)-2-((1-(2-(4-(2-cyanophenyl)piperazin-1-yl)-3,7-dimethyl-4-oxo-4H-pyrido[1,2-a]pyrimidin-9-yl)ethyl)amino)benzoic acid C(#N)C1=C(C=CC=C1)N1CCN(CC1)C=1N=C2N(C(C1C)=O)C=C(C=C2[C@@H](C)NC2=C(C(=O)O)C=CC=C2)C